C(C)(C)N([SiH3])C(C)C N,N-diisopropylsilanamine